1-ethyl-3-methyl-pyrazol C(C)N1N=C(C=C1)C